(R)-N-((S)-2,4-Dimethyl-5-oxo-5,6,7,8-tetrahydro-4H-pyrazolo[1,5-a][1,3]diazepin-6-yl)-1-ethyl-1-methyl-1,3-dihydrofuro[3,4-c]pyridin-6-carboxamid CC1=NN2C(N(C([C@H](CC2)NC(=O)C2=CC3=C(C=N2)CO[C@]3(C)CC)=O)C)=C1